ClC1=C(C=C2C=C(N=CC2=C1)NC(=O)C1CC12C(C2)(F)F)N2CCN(CC2)C2(COCC2O)C Rac-N-(7-chloro-6-(4-(4-hydroxy-3-methyltetrahydrofuran-3-yl)piperazin-1-yl)isoquinolin-3-yl)-4,4-difluorospiro[2.2]pentane-1-carboxamide